CS(=O)(=O)CCC=1N=C2N(C=C(C=C2)NC(=O)C2=NC(=CC=C2)C(F)(F)F)C1 2-(2-methylsulfonyl-ethyl)-6-[[6-(trifluoromethyl)pyridine-2-carbonyl]amino]imidazo[1,2-a]pyridine